COCCCOC1=CC=C(C=C1)B1OC(C(O1)(C)C)(C)C 2-(4-(3-methoxypropoxy)phenyl)-4,4,5,5-tetramethyl-1,3,2-dioxaborolan